2,8-diphenyl-6-(m-tolyl)imidazo[1,2-a]pyridine C1(=CC=CC=C1)C=1N=C2N(C=C(C=C2C2=CC=CC=C2)C=2C=C(C=CC2)C)C1